7-methyl-4-vinyl-1,4-dihydro-2H-benzo[d][1,3]oxazine-2-one CC=1C=CC2=C(NC(OC2C=C)=O)C1